3-cyclopropyl-6-(4-cyclopropyl-6-methoxypyrimidin-5-yl)-1-(4-(1-isopropyl-4-(trifluoromethyl)-1H-imidazol-2-yl)benzyl)-1H-pyrazolo[3,4-d]pyrimidine C1(CC1)C1=NN(C2=NC(=NC=C21)C=2C(=NC=NC2OC)C2CC2)CC2=CC=C(C=C2)C=2N(C=C(N2)C(F)(F)F)C(C)C